IC1=NNC2=NC(=C(N=C21)C)N2CCC1(CC2)CC2=CC=CC=C2[C@H]1N (3S)-1'-{3-iodo-5-methyl-1H-pyrazolo[3,4-b]pyrazin-6-yl}-1,3-dihydrospiro[indene-2,4'-piperidin]-3-amine